n-methyl-3,4-diphenyl-1H-pyrazol-5-amine CNC1=C(C(=NN1)C1=CC=CC=C1)C1=CC=CC=C1